4-(6-(3,4-Dimethoxyphenyl)-7-methyl-5H-pyrrolo[3,2-d]pyrimidin-2-yl)piperidine-1-carboxylic acid tert-butyl ester C(C)(C)(C)OC(=O)N1CCC(CC1)C=1N=CC2=C(N1)C(=C(N2)C2=CC(=C(C=C2)OC)OC)C